BrC1=C(C=C(C=C1)[C@@H]1[C@H]([C@@H](CCC1)C(=O)OC)C(=O)OC)F |&1:8| rac-dimethyl (1R,3S)-3-(4-bromo-3-fluorophenyl)cyclohexane-1,2-dicarboxylate